3-((5-(aminomethyl)-1-(4,4,4-trifluorobutyl)-1H-benzo[d]imidazol-2-yl)methyl)-1-cyclopropyl-1,3-dihydro-2H-imidazo[4,5-c]pyridin-2-one NCC1=CC2=C(N(C(=N2)CN2C(N(C3=C2C=NC=C3)C3CC3)=O)CCCC(F)(F)F)C=C1